O1COC2=C1C=CC(=C2)C=CC(=O)N2CCN(CC2)C(=O)C2=CC=C(C=C2)OC 3-(2H-benzo[d][1,3]dioxol-5-yl)-1-{4-[(4-methoxyphenyl)carbonyl]piperazinyl}prop-2-en-1-one